(E)-1-(2-Hydroxyphenyl)-3-(3-iodo-4-methoxyphenyl)prop-2-en-1-one OC1=C(C=CC=C1)C(\C=C\C1=CC(=C(C=C1)OC)I)=O